P(O)(O)=O.P(O)(O)=O Phosphonic acid (Phosphonate)